(3R)-8-fluoro-2,3,4,9-tetrahydro-1H-carbazol-3-amine FC=1C=CC=C2C=3C[C@@H](CCC3NC12)N